ClC=1C(=NC=C(C1)C(NC=1SC(=C(N1)C=1SC=CC1)N1CCN(CC1)C1CCCCC1)=O)N1CCC(CC1)C(=O)O 1-(3-chloro-5-{[4-(thiophen-2-yl)-5-(4-cyclohexylpiperazin-1-yl)-1,3-thiazol-2-yl]carbamoyl}pyridin-2-yl)piperidine-4-carboxylic acid